(4-aminophenyl)thiophen NC1=CC=C(C=C1)C=1SC=CC1